NC1=CC=C(OC2=CC=C(C=C2)C2=CC=C(C=C2)OC2=CC=C(C=C2)N)C=C1 bis(4-aminophenoxy)-biphenyl